9-Fluoro-8-(6-fluoro-1-(methylsulfonyl)-1H-indol-4-yl)-1,4,4-trimethyl-4,5-dihydropyrido[3,4-e][1,2,4]triazolo[4,3-a]pyrazin FC1=C(N=CC=2NC(C=3N(C21)C(=NN3)C)(C)C)C3=C2C=CN(C2=CC(=C3)F)S(=O)(=O)C